2,6-dimethyl-1,2,3,4-tetrahydroquinoxaline CC1NC2=CC=C(C=C2NC1)C